2-fluoro-N-(2-methoxypyridin-4-yl)-5-(trifluoromethyl)-4-vinylbenzamide FC1=C(C(=O)NC2=CC(=NC=C2)OC)C=C(C(=C1)C=C)C(F)(F)F